2-(methyl-(pyridin-3-yl)amino)-3,5-dihydro-4H-imidazol-4-one CN(C1=NCC(N1)=O)C=1C=NC=CC1